O1CC(C1)N1C(NC2=C1C=CC=C2)=O 1-(oxetan-3-yl)-1,3-dihydro-2H-benzo[d]imidazol-2-one